Natrium (S)-3-(6-Methoxy-3'-(trifluoromethoxy)biphenyl-3-yl)-3-(3-(1-methyl-4-oxido-2-oxo-1,2-dihydropyridin-3-yl)ureido)propanoat COC1=CC=C(C=C1C1=CC(=CC=C1)OC(F)(F)F)[C@H](CC(=O)[O-])NC(=O)NC=1C(N(C=CC1[O-])C)=O.[Na+].[Na+]